2,3-DIMETHYL-BUTANE CC(C)C(C)C